C(C)(C)(C)OC(=O)NCC=1C=C(C=CC1)C=1C=C(C2=C(C(=CO2)C(=O)OCC)C1)OC1=CC=CC=C1 ethyl 5-(3-(((tert-butoxycarbonyl)amino)methyl)phenyl)-7-phenoxybenzofuran-3-carboxylate